BrC1=CC2=C(OCCC3=C2N(N=C3C(=O)N(C)C(C)(C)C)C3=CC(=CC(=C3)Cl)Cl)C=C1OC 9-bromo-N-(tert-butyl)-1-(3,5-dichlorophenyl)-8-methoxy-N-methyl-4,5-dihydro-1H-benzo[2,3]oxepino[4,5-c]pyrazole-3-carboxamide